FC1=C(N)C(=CC=C1)C=1C=NC(=CC1)C(F)(F)F 2-fluoro-6-[6-(trifluoromethyl)pyridin-3-yl]aniline